FC=1C=C(C=C(C1CN1CCOCC1)F)C=1C=CC=C2N=CC(=NC12)C=1C=NN(C1)C1CCN(CC1)C=1C=C(C=CC1)C(C(=O)OCC)(F)F ethyl 2-(3-(4-(4-(8-(3,5-difluoro-4-(morpholinomethyl) phenyl) quinoxalin-2-yl)-1H-pyrazol-1-yl) piperidin-1-yl) phenyl)-2,2-difluoroacetate